FC1=CC=C(C=C1)C#CC=1C=C(C(=O)O)C=CC1S(=O)(=O)CC1=NN(C=C1)C1=CC=C(C=C1)[N+](=O)[O-] 3-((4-fluorophenyl)ethynyl)-4-(((1-(4-nitrophenyl)-1H-pyrazol-3-yl)methyl)sulfonyl)benzoic acid